FC1(CN(CC1(C)C)C=1C2=C(N=CN1)OC(=C2)C=2C(=NC(=NC2)OC)OC)F 4-(3,3-difluoro-4,4-dimethyl-pyrrolidin-1-yl)-6-(2,4-dimethoxypyrimidin-5-yl)furo[2,3-d]pyrimidine